FC1=CC=C(C=C1)C(N1C[C@@H](N(C[C@H]1C)C1=NC=2N(C3=C1N=NN3C[C@@H]3OCCC3)C=NN2)C)C2=CC=C(C=C2)F 4-((2S,5R)-4-(bis(4-fluorophenyl)methyl)-2,5-dimethylpiperazin-1-yl)-1-(((R)-tetrahydrofuran-2-yl)methyl)-1H-[1,2,3]triazolo[4,5-e][1,2,4]triazolo[4,3-a]pyrimidine